2-({7-amino-1-oxo-4-[3-(1-propanoyl-1,2,3,6-tetrahydropyridin-4-yl)-1H-indazol-5-yl]-2,3-dihydro-1H-isoindol-2-yl}methyl)prop-2-enenitrile NC=1C=CC(=C2CN(C(C12)=O)CC(C#N)=C)C=1C=C2C(=NNC2=CC1)C=1CCN(CC1)C(CC)=O